2-((3-chloro-4-(trifluoromethyl)phenyl)-amino)-2-oxoacetic acid ClC=1C=C(C=CC1C(F)(F)F)NC(C(=O)O)=O